ClC1=CC=2C(=NC=CC2CN2CCCC2)N1C chloro-1-methyl-4-(pyrrolidin-1-ylmethyl)-1H-pyrrolo[2,3-b]pyridine